N1(N=CC=C1)CC12COC(C1)C2 4-((1H-pyrazol-1-yl)methyl)-2-oxabicyclo[2.1.1]hexan